[N+](=O)([O-])C=1NC=C(N1)[N+](=O)[O-] 2,4-Dinitroimidazole